methyl-3-[[3-(4,4,5,5-tetramethyl-1,3,2-dioxaborolan-2-yl)-2-pyridyl]oxy]azetidine-1-carboxylate COC(=O)N1CC(C1)OC1=NC=CC=C1B1OC(C(O1)(C)C)(C)C